2,2-bis(4-hydroxy-3-methyl-4-hydroxyphenyl)propane OC1(C(C=C(C=C1)C(C)(C)C1=CC(C(C=C1)(O)O)C)C)O